CN(CCCOC=1N=C(C2=C(N1)CN(CC2)C2=CC(=CC1=CC=CC=C21)O)N2CCNCC2)C 4-(2-(3-(dimethylamino)propoxy)-4-(piperazin-1-yl)-5,8-dihydropyrido[3,4-d]pyrimidin-7(6H)-yl)naphthalen-2-ol